3-(4-(diethylamino)butoxy)pentane-1,2,4,5-tetraol hydrochloride Cl.C(C)N(CCCCOC(C(CO)O)C(CO)O)CC